C1(=CC=CC=C1)S\C(=C/C1=CC=C(C=C1)Cl)\F (Z)-(2-(4-chlorophenyl)-1-fluorovinyl) (phenyl) sulfide